FC1=C(COC=2C=C(C=NC2OC)N2C(NC=3C(C2=O)=C(SC3)C(=O)O)=O)C(=CC=C1F)OC 3-(5-((2,3-difluoro-6-methoxybenzyl)oxy)-6-methoxypyridin-3-yl)-2,4-dioxo-1,2,3,4-tetrahydrothieno[3,4-d]pyrimidine-5-carboxylic acid